C[Si](O[Si](O[Si](C)(C)C)(O[Si](C)(C)C)CCC=CC(=O)O)(C)C.C(C=C)(=O)N acrylamide 3-[tris(trimethylsilyl-oxy)silyl]ethyl-acrylate